S1C=NC(=C1)B(O)O 4-thiazol-boronic acid